4-amino-3-(propan-2-yl)-5-(2-[[2-(trimethylsilyl)ethoxy]methoxy]ethyl)benzonitrile NC1=C(C=C(C#N)C=C1CCOCOCC[Si](C)(C)C)C(C)C